CC(C)(CC(C)=O)NC(C=C)=O N-(2-methyl-4-oxopentan-2-yl)prop-2-enamide